methyl 4-chloro-2-methyl-3-(trifluoromethyl)benzoate ClC1=C(C(=C(C(=O)OC)C=C1)C)C(F)(F)F